BrC1=CN(C2=CN=C(C=C21)[N-]C2CC2)C N-(3-bromo-1-methyl-1H-pyrrolo[2,3-c]pyridin-5-yl)cyclopropylamide